1-(t-butoxycarbonyl)-3-azetidinone C(C)(C)(C)OC(=O)N1CC(C1)=O